(3S,7aR,11aR)-9-[[2,4-bis(trifluoromethyl)phenyl]methyl]-3-isopropyl-2,3,6,7,7a,8,10,11-octahydrooxazolo[2,3-j][1,6]naphthyridin-5-one FC(C1=C(C=CC(=C1)C(F)(F)F)CN1C[C@H]2CCC(N3[C@]2(CC1)OC[C@@H]3C(C)C)=O)(F)F